FC1CN(C1)C=1OC2=C(N1)C=C(C=C2)OCC2=NC=C(C=C2)OC 2-(3-Fluoroazetidin-1-yl)-5-[(5-methoxypyridin-2-yl)methoxyl]-1,3-benzoxazole